piperazine pyrophosphate sodium salt [Na+].[O-]P([O-])(=O)OP(=O)([O-])[O-].N1CCNCC1.[Na+].[Na+].[Na+]